OC(C(=O)O)CC1=CC=C(C=C1)O 2-Hydroxy-3-(4-hydroxyphenyl)propionic acid